COC1=CC=C(C=C1)/C=C(/C(=O)C1=CC=CC=C1)\C[N+](=O)[O-] (E)-3-(4-methoxyphenyl)-2-nitromethyl-1-phenylprop-2-en-1-one